2',3'-Dideoxycytidine 5'-O-(1-Thiotriphosphate) P(O)(=S)(OP(=O)(O)OP(=O)(O)O)OC[C@@H]1CC[C@@H](O1)N1C(=O)N=C(N)C=C1